Methyl 2-(4-(6-((4-cyano-2-fluorobenzyl)oxy)pyridin-2-yl)-2-(1H-pyrazol-3-yl)benzyl)-1-(2-methoxyethyl)-1H-benzo[d]imidazole-6-carboxylate C(#N)C1=CC(=C(COC2=CC=CC(=N2)C2=CC(=C(CC3=NC4=C(N3CCOC)C=C(C=C4)C(=O)OC)C=C2)C2=NNC=C2)C=C1)F